(S)-6-(bromomethyl)-4-(3,4-difluoro-2-methylphenyl)-2-(thiazol-2-yl)-1,4-dihydropyrimidine-5-carboxylic acid ethyl ester C(C)OC(=O)C=1[C@@H](N=C(NC1CBr)C=1SC=CN1)C1=C(C(=C(C=C1)F)F)C